Cl.N[C@@H]1CC[C@H](CC1)N trans-4-aminocyclohexylamine HCl